FC(C1=CC2=C(SC(=C2)C(N[C@H]2CCCC([C@@H]3N(C2=O)[C@@H](CC3)C(=O)N3CC(C3)C=3C=NC=CC3)C)=O)C=C1)(F)P(O)(O)=O (difluoro(2-(((3S,6S,10aR)-10-methyl-5-oxo-3-(3-(pyridin-3-yl)azetidine-1-carbonyl)decahydropyrrolo[1,2-a]azocin-6-yl)carbamoyl)benzo[b]thiophen-5-yl)methyl)phosphonic acid